N,N-diethyl-3-methyl-4-[(5-nitro-1,3-thiazol-2-yl)azo]Aniline C(C)N(C1=CC(=C(C=C1)N=NC=1SC(=CN1)[N+](=O)[O-])C)CC